N1C(=NC=C1)S(=O)(=O)N1C[C@H]([C@@H](C1)F)NC1=C2N=CN(C2=NC(=N1)N[C@H]([C@@H](C)O)CC)C |o1:10,11| (2R,3S)-3-((6-(((3R*,4R*)-1-((1H-imidazol-2-yl)sulfonyl)-4-fluoropyrrolidin-3-yl)-amino)-9-methyl-9H-purin-2-yl)amino)pentan-2-ol